2-(2,2,2-trifluoroacetyl)-1,2,3,4-tetrahydroisoquinoline-6-sulfonyl chloride FC(C(=O)N1CC2=CC=C(C=C2CC1)S(=O)(=O)Cl)(F)F